ClC1=NC=C(C(=N1)N(CC(C(=O)OCC)(F)F)CC)[N+](=O)[O-] ethyl 3-((2-chloro-5-nitropyrimidin-4-yl)(ethyl)amino)-2,2-difluoropropanoate